3-(5-(difluoromethyl)-1,3,4-thiadiazol-2-yl)-8-((2R,5S)-2-(hydroxymethyl)-5-methylmorpholino)-N-(1-methylcyclopropyl)imidazo[1,5-a]pyridine-6-sulfonamide FC(C1=NN=C(S1)C1=NC=C2N1C=C(C=C2N2C[C@@H](OC[C@@H]2C)CO)S(=O)(=O)NC2(CC2)C)F